(2-(1-(cyclopropylmethyl)-1H-pyrrolo[2,3-B]pyridin-2-yl)-7-methoxy-1-methyl-1H-benzo[d]imidazol-5-yl)((cis)-hexahydropyrrolo[3,4-B][1,4]oxazin-6(2H)-yl)methanone C1(CC1)CN1C(=CC=2C1=NC=CC2)C2=NC1=C(N2C)C(=CC(=C1)C(=O)N1C[C@@H]2OCCN[C@@H]2C1)OC